N-(5-(3-(9H-purin-6-yl)pyridin-2-ylamino)-2-fluorophenyl)-3-(2-cyanopropan-2-yl)-5-methylbenzamid N1=CN=C2NC=NC2=C1C=1C(=NC=CC1)NC=1C=CC(=C(C1)NC(C1=CC(=CC(=C1)C)C(C)(C)C#N)=O)F